Cl.C(C)(C)(C)C1(C(CCC(C1)CCB1OC(C(O1)(C)C)(C)C)CN(C)C)C(=O)N (tert-butyl)-2-[(dimethylamino)-methyl]-5-(2-(4,4,5,5-tetramethyl-1,3,2-dioxaborolan-2-yl)ethyl)cyclohexane-1-carboxamide hydrochloride